N1=C(C=CC2=CC=CC=C12)B(O)O quinoline-boronic acid